C1(CC1)C1=NN(C(=N1)[C@H]1C[C@H](CC1)N1CC2(CS(C2)(=O)=O)CC1)C(C)C 6-((1S,3R)-3-(3-cyclopropyl-1-isopropyl-1H-1,2,4-triazol-5-yl)cyclopentyl)-2-thia-6-azaspiro[3.4]octane 2,2-dioxide